N[C@@H]1CN(CC1)C(=O)C=1SC(=CC1C)C1=C(C=C(C=C1)C1CCNCC1)OC (S)-(3-aminopyrrolidin-1-yl)(5-(2-methoxy-4-(piperidin-4-yl)phenyl)-3-methylthiophen-2-yl)methanone